C(C1=CC=CC=C1)C1=CC2=C(N=C(N=C2)NC2=NC=C(C=C2)OCCOC)N(C1=O)C1CCCC1 6-Benzyl-8-cyclopentyl-2-[5-(2-methoxy-ethoxy)-pyridin-2-ylamino]-8H-pyrido[2,3-d]pyrimidin-7-one